ClC=1C(=NNC1)C1=NC=2C(=C3C(=NC2)NC=C3)N1C1CCC(CC1)CC#N 2-((1r,4r)-4-(2-(4-chloro-1H-pyrazol-3-yl)imidazo[4,5-d]Pyrrolo[2,3-b]Pyridine-1(6H)-yl)cyclohexyl)acetonitrile